N-tert-butyl-2-(3-chloropyridin-4-yl)-1,7-naphthyridin-4-amine C(C)(C)(C)NC1=CC(=NC2=CN=CC=C12)C1=C(C=NC=C1)Cl